1'-{2-[4-(1,1-dioxo-1λ6-thiolan-2-yl)phenoxy]ethyl}-2-oxo-1,2-dihydrospiro[indole-3,4'-piperidine]-5-carbonitrile O=S1(C(CCC1)C1=CC=C(OCCN2CCC3(CC2)C(NC2=CC=C(C=C23)C#N)=O)C=C1)=O